{2-[(2-aminophenyl)amino]propan-2-yl}-N,N-dimethylbenzene-1-sulfonamide NC1=C(C=CC=C1)NC(C)(C)C1=C(C=CC=C1)S(=O)(=O)N(C)C